COC(C)(CC)C 2-methoxy-2-methylbutane